5-deoxynaringenin O1[C@@H](CC(=O)C2=CC=C(O)C=C12)C1=CC=C(O)C=C1